6-(Diethylamino)-1,1-dimethyl-2H-xanthen-3-one C(C)N(C=1C=C2OC3=CC(CC(C3=CC2=CC1)(C)C)=O)CC